N,N-DipropyL-6-(4-phenylbut-3-en-2-yl)nicotinoamide C(CC)N(C(C1=CN=C(C=C1)C(C)C=CC1=CC=CC=C1)=O)CCC